[4-[8-[[5-cyclopropyl-2-ethoxy-4-(4-fluorophenyl)phenyl]methyl]-2-oxo-1-oxa-3,8-diazaspiro[4.5]decan-3-yl]phenyl]methanesulfonic acid C1(CC1)C=1C(=CC(=C(C1)CN1CCC2(CN(C(O2)=O)C2=CC=C(C=C2)CS(=O)(=O)O)CC1)OCC)C1=CC=C(C=C1)F